6-(2H-benzotriazole-2-yl)-4-methyl-phenol N=1N(N=C2C1C=CC=C2)C2=CC(=CC=C2O)C